C(C)(C)(C)OC(=O)N1[C@H](CNC[C@H]1C)C (2S,6R)-2,6-dimethylpiperazine-1-carboxylic acid tert-butyl ester